C1(CCCC1)C1=CC(=NN1)NC1=NC(=NC=C1)N1C[C@@H](OCC1)CNC N-(5-Cyclopentyl-1H-pyrazol-3-yl)-2-[(2S)-2-(methylaminomethyl)morpholin-4-yl]pyrimidin-4-amine